BrC=1C=C(C(=C(C(=O)OC)C1)C)OC Methyl 5-bromo-3-methoxy-2-methylbenzoate